ClC1=CC=C2C(=NC(=NC2=C1C)NC(=N)N)C 1-(7-chloro-4,8-dimethylquinazolin-2-yl)guanidine